C(#N)C=1C=CC(=NC1)N1CCN(CC1)CC(=O)N(C1CCC=2C1=NNC(C2C(F)(F)F)=O)C (4-(5-cyanopyridin-2-yl)piperazin-1-yl)-N-methyl-N-(3-oxo-4-(trifluoromethyl)-3,5,6,7-tetrahydro-2H-cyclopenta[c]pyridazin-7-yl)acetamide